N[C@@H]([C@@H](C)O[C@@H](C(F)(F)F)C)C1=NC2=C(N1)C=CC(=C2)[C@H](N2C(NC(C2([2H])[2H])C(F)(F)F)=O)C2CC2 |o1:1| 1-((R)-(2-((1R*,2R)-1-amino-2-(((R)-1,1,1-trifluoropropan-2-yl)oxy)propyl)-1H-benzo[d]imidazol-5-yl)(cyclopropyl)methyl)-4-(trifluoromethyl)imidazolidin-2-one-5,5-d2